2-bromovinyl-2'-deoxy-4'-thiouridine BrC=C[C@@]1(C[C@H](O)[C@@H](CO)S1)N1C(=O)NC(=O)C=C1